pyrrolidinebutanenitrile inden-3-yl-trifluoromethanesulfonate C1C=C(C2=CC=CC=C12)OS(=O)(=O)C(F)(F)F.N1(CCCC1)CCCC#N